5-BROMOPYRIDIN-3-YL 3-DEOXY-3-[4-(3,4,5-TRIFLUOROPHENYL)-1H-1,2,3-TRIAZOL-1-YL]-1-THIO-ALPHA-D-GALACTOPYRANOSIDE FC=1C=C(C=C(C1F)F)C=1N=NN(C1)[C@@H]1[C@H]([C@@H](SC=2C=NC=C(C2)Br)O[C@@H]([C@@H]1O)CO)O